5-cyano-4-isopropyl-6-((((2-methoxyethyl)thio)methyl)thio)pyridin-2-yl-triflic acid C(#N)C=1C(=CC(=NC1SCSCCOC)OS(=O)(=O)C(F)(F)F)C(C)C